FC(C1=CC=C(C=C1)C1=CCCCC2=C1C=CC(=C2)C(=O)OC)C2CN(C2)CCCF methyl 9-(4-(fluoro(1-(3-fluoropropyl)azetidin-3-yl)methyl)phenyl)-6,7-dihydro-5H-benzo[7]annulene-3-carboxylate